3-[2,5-dioxo-4-(2-pyridyl)imidazolidin-4-yl]-2-methyl-propanoic acid O=C1NC(C(N1)(C1=NC=CC=C1)CC(C(=O)O)C)=O